C(C=C)(=O)NCC#CC1=CC2=C(OC[C@@H](C(N2C)=O)NC(C(=O)NCCC2=CC=CC=C2)=O)C=C1 (S)-N1-(7-(3-acrylamidoprop-1-yn-1-yl)-5-methyl-4-oxo-2,3,4,5-tetrahydrobenzo[b][1,4]oxazepin-3-yl)-N2-phenethyloxalamide